N-(4-(3-(2,4-bis(trifluoromethyl)phenyl)-7-fluoro-2-oxo-2,3,4,5-tetrahydro-1H-benzo[b]azepin-1-yl)but-2-ynyl)nicotinamide FC(C1=C(C=CC(=C1)C(F)(F)F)C1CCC2=C(N(C1=O)CC#CCNC(C1=CN=CC=C1)=O)C=CC(=C2)F)(F)F